1,2,3-Tris(mercaptopropylthio)propan SCCCSCC(CSCCCS)SCCCS